octadecyl phosphate dibutylethanolamine salt C(CCC)N(CCO)CCCC.P(=O)(OCCCCCCCCCCCCCCCCCC)(O)O